3-(5-ethoxy-1-oxo-7-(trifluoromethyl)isoindolin-2-yl)piperidine-2,6-dione C(C)OC=1C=C2CN(C(C2=C(C1)C(F)(F)F)=O)C1C(NC(CC1)=O)=O